C(CNC(=O)NCCC[Si](OCC)(OCC)OCC)NC(=O)NCCC[Si](OCC)(OCC)OCC 1,1'-(ethane-1,2-diyl)bis(3-(3-(triethoxysilyl)propyl)urea)